SC(COCCOCCOCCOCCOCCO)O mercaptohexaethylenglycol